(7R)-N-(7-chloro-6-(1-((3R,4R)-4-hydroxy-3-methyltetrahydrofuran-3-yl)piperidin-4-yl)isoquinolin-3-yl)-5-oxaspiro[3.5]nonane-7-carboxamide ClC1=C(C=C2C=C(N=CC2=C1)NC(=O)[C@H]1COC2(CCC2)CC1)C1CCN(CC1)[C@@]1(COC[C@@H]1O)C